ClC1=CC=C2C(=N1)N=C(O2)N2CC=1C=NC(=CC1C2)OC 5-Chloro-2-(6-methoxy-1,3-dihydropyrrolo[3,4-c]pyridin-2-yl)oxazolo[4,5-b]pyridine